2-(2-(3'-(3-(2,9-diazaspiro[5.5]undec-2-yl)propoxy)-2,2'-dimethyl-[1,1'-biphenyl]-3-yl)-6,7-dihydrothiazolo[5,4-c]pyridin-5(4H)-yl)ethanol C1N(CCCC12CCNCC2)CCCOC=2C(=C(C=CC2)C2=C(C(=CC=C2)C=2SC=1CN(CCC1N2)CCO)C)C